COC1CCC12CCC2 methoxyspiro[3.3]heptane